BrC=1C(=NC(=NC1)Cl)NC1=CC2=C(N=CS2)C=C1N(S(=O)(=O)C)C N-(6-((5-bromo-2-chloropyrimidin-4-yl)amino)benzo[d]thiazol-5-yl)-N-methylmethanesulfonamide